(3-{4-[4-(2-{4-[(1E)-3-methoxy-3-oxoprop-1-en-1-yl]phenyl}ethynyl)phenyl]piperazin-1-yl}propyl)triphenylphosphonium bromide [Br-].COC(/C=C/C1=CC=C(C=C1)C#CC1=CC=C(C=C1)N1CCN(CC1)CCC[P+](C1=CC=CC=C1)(C1=CC=CC=C1)C1=CC=CC=C1)=O